4-(6-amino-2-ethynyl-9H-purin-9-yl)-N-(4-methoxy-1,3-benzothiazol-2-yl)cyclohexanecarboxamide NC1=C2N=CN(C2=NC(=N1)C#C)C1CCC(CC1)C(=O)NC=1SC2=C(N1)C(=CC=C2)OC